2-(3-(p-tolyl)ureido)propanamide C1(=CC=C(C=C1)NC(NC(C(=O)N)C)=O)C